(3aR,4R,7S,7aR)-3-(Pyridin-3-yl)-3a,4,5,6,7,7a-hexahydro-4,7-methanobenzo[d]isoxazole-7a-carboxylic acid N1=CC(=CC=C1)C1=NO[C@]2([C@@H]1[C@@H]1CC[C@H]2C1)C(=O)O